N'-acetyl-4-amino-N-((5-chlorobenzo[d]thiazol-2-yl)methyl)-N'-methylimidazo[1,5-a]quinoxaline-8-carbohydrazide C(C)(=O)N(N(C(=O)C1=CC=C2N=C(C=3N(C2=C1)C=NC3)N)CC=3SC1=C(N3)C=C(C=C1)Cl)C